ClC1=CC=NC=2C3(CCCC12)COCC3 4'-chloro-4,5,6',7'-tetrahydro-2H,5'H-spiro[furan-3,8'-quinoline]